(4-(2,5-dimethyloxazol-4-yl)phenyl)methylamine CC=1OC(=C(N1)C1=CC=C(C=C1)CN)C